FC1=CC(=C(C=C1)C=1C(=C(C(=NC1)C)C(=O)NC1=CC=C(C=C1)OC1=CC=NC2=CC=C(N=C12)OC)O)C 5-(4-Fluoro-2-methylphenyl)-4-hydroxy-N-[4-[(6-methoxy-1,5-naphthyridin-4-yl)oxy]phenyl]-2-methylpyridine-3-carboxamide